ClC=1C(N(C=C(N1)Cl)C1=CC(=NN1C)C)=O 3,5-dichloro-1-(1,3-dimethyl-1H-pyrazol-5-yl)pyrazin-2(1H)-one